C(C)OC1=C2C(=CC=C1)N(C(C21CCN(CC1)C(=O)C=1C=C2C=NNC2=CC1)=O)CC(=O)NCC(F)(F)F 2-[4-ethoxy-1'-(1H-indazole-5-carbonyl)-2-oxospiro[indole-3,4'-piperidin]-1-yl]-N-(2,2,2-trifluoroethyl)acetamide